Ethyl (E)-3-(3-oxoisoindolin-5-yl)acrylate O=C1NCC2=CC=C(C=C12)/C=C/C(=O)OCC